CS(=O)(C)=NC1=CC(=NC2=C(N=CC=C12)C1=CC=NN1)N1CCOCC1 4-{[dimethyl(oxido)-λ6-sulfanylidene]amino}-2-(morpholin-4-yl)-8-(1H-pyrazol-5-yl)-1,7-naphthyridine